CC(C(=O)OCCCCC)(C(C(=O)OCCCCC)(C)C)C dipentyl 2,2,3,3-tetramethylsuccinate